2-(trifluoroacetyl)-tetralin-1-one FC(C(=O)C1C(C2=CC=CC=C2CC1)=O)(F)F